3-(2-chloro-5-oxo-5,7-dihydro-6H-Pyrrolo[3,4-b]pyridin-6-yl)piperidine-2,6-dione ClC1=CC=C2C(=N1)CN(C2=O)C2C(NC(CC2)=O)=O